BrC=1C(=C(C=CC1)O)C(C)C bromo-2-isopropylphenol